Dodecane-1,8-diyl dipentyl bis(vinylphosphonate) C(=C)P(OCCCCCCCC(CCCC)OP(OCCCCC)(=O)C=C)(OCCCCC)=O